Cl.C1(CC1)C1=CC(=C2[C@@H](COCC2=C1)NC)F (S)-7-cyclopropyl-5-fluoro-N-methylisochroman-4-amine hydrochloride